F[C@@H]1[C@@H](C1)C(=O)O cis-2-fluorocyclopropane-1-carboxylic acid